N-(5-(2-(7-ethyl-1H-indol-3-yl)-2-oxo-1-phenylethylamino)-2-methoxyphenyl)-methanesulfonamide C(C)C=1C=CC=C2C(=CNC12)C(C(C1=CC=CC=C1)NC=1C=CC(=C(C1)NS(=O)(=O)C)OC)=O